N-[2-butyl-3-[4-[3-(dibutylamino)propoxy]benzoyl]-1-benzofuran-5-yl]methanesulfonamide C(CCC)C=1OC2=C(C1C(C1=CC=C(C=C1)OCCCN(CCCC)CCCC)=O)C=C(C=C2)NS(=O)(=O)C